4-(3-ethyl-5-(piperidin-4-yl)-1H-indol-2-yl)-1-methyl-1H-indazole C(C)C1=C(NC2=CC=C(C=C12)C1CCNCC1)C1=C2C=NN(C2=CC=C1)C